C(C)(C)C=1C(=C(C2=C(C(C=C3C(=C2)C=C(C(C3(C)C)=O)C#CCCCCC(=O)O)=O)C1)OC)OC 7-(8-isopropyl-6,7-dimethoxy-1,1-dimethyl-2,10-dioxo-2,10-dihydro-1H-dibenzo[a,d][7]annulen-3-yl)hept-6-ynoic acid